(R)-5-(5-(1-(3,5-dimethylpyridazin-4-yl)ethoxy)-1H-indazol-3-yl)-2-((1-isopropylpiperidin-4-yl)oxy)-3-methylbenzonitrile CC=1N=NC=C(C1[C@@H](C)OC=1C=C2C(=NNC2=CC1)C=1C=C(C(=C(C#N)C1)OC1CCN(CC1)C(C)C)C)C